CN(CCCC(=O)NC(C(=O)NCCOC(C(CCCNC(CCCCCCC\C=C/C\C=C/CCCCC)=O)NC(CCCCCCC\C=C/C\C=C/CCCCC)=O)=O)CCCNC(CCCN(C)C)=O)C 2-[2,5-bis[4-(dimethylamino)butanoylamino]pentanoylamino]ethyl-2,5-bis[[(9Z,12Z)-octadeca-9,12-dienoyl]amino]pentanoate